(rac)-(2s,4s)-2-(6-(4-(Trifluoromethoxy)phenyl)-3-azabicyclo[4.1.0]heptane-3-carbonyl)-7-oxa-5-azaspiro[3.4]octan-6-one FC(OC1=CC=C(C=C1)C12CCN(CC2C1)C(=O)C1CC2(C1)NC(OC2)=O)(F)F